N-[[4-[[4-[[ethyl(methyl)amino]methyl]phenyl]disulfanyl]phenyl]methyl]-N-methyl-ethanamine C(C)N(C)CC1=CC=C(C=C1)SSC1=CC=C(C=C1)CN(CC)C